[Cl-].[O-2].[Al+3] aluminum oxide, chloride salt